(S)-2-(1-(5-chloro-2-((6-methoxy-2-methyl-1,2,3,4-tetrahydroisoquinolin-7-yl)amino)pyrimidin-4-yl)-3-methylindolin-3-yl)acetic acid ClC=1C(=NC(=NC1)NC1=C(C=C2CCN(CC2=C1)C)OC)N1C[C@@](C2=CC=CC=C12)(C)CC(=O)O